NCC=1C=CC(=C(C(=O)NC(C)C2=CC(=C(C3=CC=CC=C23)O)C=2C=NN(C2)C)C1)C 5-(aminomethyl)-N-(1-(4-hydroxy-3-(1-methyl-1H-pyrazol-4-yl)naphthalen-1-yl)ethyl)-2-methylbenzamide